3,7-diethylamino-10-acetyl-phenothiazine C(C)NC=1C=CC=2N(C3=CC=C(C=C3SC2C1)NCC)C(C)=O